2-mercapto-6-(2-methyl-2H-pyrazolo[3,4-b]pyridin-5-yl)-4-phenylpyridine-3,5-dicarbonitrile SC1=NC(=C(C(=C1C#N)C1=CC=CC=C1)C#N)C1=CC=2C(N=C1)=NN(C2)C